Cl.C(C1=CC=CC=C1)N1CCC(CC1)CN1N=CC=C(C1=O)N1CCN(CC1)C1=CC=CC=C1 2-((1-Benzylpiperidin-4-yl)methyl)-4-(4-phenylpiperazin-1-yl)pyridazin-3(2H)-on Hydrochlorid